4-(methylamino)benzoic acid methyl ester COC(C1=CC=C(C=C1)NC)=O